Cl.N(C(=N)N)C1=CC=C(C(=O)OC2=CC=3CCCCC3C=C2)C=C1 5,6,7,8-tetrahydronaphthalen-2-yl 4-guanidinobenzoate hydrochloride